C(C)(C)(C)[Si](C)C tertiary butyl-dimethylsilicon